CCC=CCC 3-Hexene